CC(=O)N[C@@H]1[C@H](C[C@@](O[C@H]1[C@@H]([C@@H](CO)O)O)(C(=O)O)O[C@H]2[C@H]([C@H](O[C@H]([C@@H]2O)O[C@@H]3[C@H]([C@@H](O[C@@H]([C@H]3O)CO)O[C@@H]4[C@H]([C@H](O[C@@H]([C@@H]4O)CO)O)NC(=O)C)NC(=O)C)CO)O)O The molecule is a linear amino tetrasaccharide comprised of N-acetyl-alpha-neuraminyl, beta-D-galactosyl, N-acetyl-beta-D-glucosaminyl and N-acetyl-alpha-D-galactosamine residues linked sequentially (2->3), (1->3) and (1->3). It is an amino tetrasaccharide, a glucosamine oligosaccharide and a galactosamine oligosaccharide.